5,5,7,7-tetramethyl-2-[[(2S)-3,3,3-trifluoro-2-hydroxy-2-methyl-propanoyl]amino]-4H-thieno[2,3-c]pyran-3-carboxamide CC1(CC2=C(C(O1)(C)C)SC(=C2C(=O)N)NC([C@](C(F)(F)F)(C)O)=O)C